ClC=1C(C=C(C(C1)=O)Cl)=O 2,5-dichloro-1,4-benzoquinone